COC1=CC=C(C=C1)\N=C(/C#N)\C1=CC(=CC=C1)OC (Z)-alpha-(p-methoxyphenylimino)m-methoxyphenylacetonitrile